5-(4-pyridyl)-1,3-oxazole N1=CC=C(C=C1)C1=CN=CO1